(1S,2S)-2-((6-(5-((((R)-1-(2-chlorophenyl)ethoxy)carbonyl)amino)-1-methyl-1H-1,2,3-triazol-4-yl)-2-methylpyridin-3-yl)carbamoyl)cyclohexane-1-carboxylic acid ClC1=C(C=CC=C1)[C@@H](C)OC(=O)NC1=C(N=NN1C)C1=CC=C(C(=N1)C)NC(=O)[C@@H]1[C@H](CCCC1)C(=O)O